S(=O)(=O)(O)O.CC(CCOCCC(=C)C)=C (3-methyl-3-butenyl) ether sulfate salt